N-(4-bromo-2-fluorophenyl)-6-chloro-1H-indole-3-sulfonamide BrC1=CC(=C(C=C1)NS(=O)(=O)C1=CNC2=CC(=CC=C12)Cl)F